C(C)OC(=O)C1=C(N=C(S1)NC1=NC(=CC(=N1)NCC1=CC=C(C=C1)S(=O)(=O)C)C1=CC(=C(C(=C1)OC)OC)OC)C 2-[4-(4-Methylsulfonylbenzylamino)-6-(3,4,5-trimethoxyphenyl)pyrimidin-2-ylamino]-4-methylthiazole-5-carboxylic acid ethyl ester